(S)-(4-(pyrazolo[1,5-a]pyridin-2-yl)-6,7-dihydro-1H-imidazo[4,5-c]pyridin-5(4H)-yl)(5-(pyridin-3-yl)-1,3,4-oxadiazol-2-yl)methanone N1=C(C=C2N1C=CC=C2)[C@H]2N(CCC1=C2N=CN1)C(=O)C=1OC(=NN1)C=1C=NC=CC1